(3-(aminomethyl)-1-(4-(trifluoromethoxy)phenyl)-1H-pyrazolo[3,4-b]pyridin-4-yl)dimethylphosphine hydrochloride Cl.NCC1=NN(C2=NC=CC(=C21)P(C)C)C2=CC=C(C=C2)OC(F)(F)F